ClC=1C=NN(C1CC1N(C(C2=CC=CC=C12)=O)CC1CC2(C1)OC(NC2)=S)C 3-((4-chloro-1-methyl-1H-pyrazol-5-yl)methyl)-2-((6-thioxo-5-oxa-7-azaspiro[3.4]octan-2-yl)methyl)isoindolin-1-one